3-(2-(2-(2-(2-(6-(2-(3-oxa-8-aza-bicyclo[3.2.1]octan-8-yl)thiazol-4-yl)-2,3-difluorophenoxy)acetamido)-ethoxy)ethoxy)ethoxy)-N-(4-(2,6-dioxopiperidin-3-yl)phenyl)propen-amide C12COCC(CC1)N2C=2SC=C(N2)C2=CC=C(C(=C2OCC(=O)NCCOCCOCCOC=CC(=O)NC2=CC=C(C=C2)C2C(NC(CC2)=O)=O)F)F